1-cyano-N-(5-phenyl-1,3,4-thiadiazol-2-yl)pyrrolidine-3-carboxamide Terpinyl-acetate C12(C(CCC(C1(C)C)C2)(C)CC(=O)O)C21C(CCC(C2(C)C)C1)(C)C12C(CCC(C1(C)C)C2)C.C(#N)N2CC(CC2)C(=O)NC=2SC(=NN2)C2=CC=CC=C2